BrC1=CC=C2C(=N1)N(N=C2C=2C(=NC(=CC2)OCC2=CC=CC=C2)OCC2=CC=CC=C2)C 6-bromo-3-(2,6-dibenzyloxy-3-pyridyl)-1-methyl-pyrazolo[3,4-b]pyridine